C1(=CC=CC=C1)P(C1=CC=CC=C1)C1=CC=CC=C1.C1(=CC=CC=C1)P(C1=CC=CC=C1)C1=CC=CC=C1.C1(=CC=CC=C1)P(C1=CC=CC=C1)C1=CC=CC=C1.C1(=CC=CC=C1)P(C1=CC=CC=C1)C1=CC=CC=C1.[Pt] Platinum tetrakistriphenylphosphine